CC1=CC=CC(=N1)C1=NC=CC(=N1)NC1=NC(=NC=C1)NC=1SC(=CN1)C(=O)OC[C@H]1CNCC1 [(3R)-pyrrolidin-3-yl]methyl 2-[[4-[[2-(6-methyl-2-pyridyl)pyrimidin-4-yl]amino]pyrimidin-2-yl]amino]thiazole-5-carboxylate